N-(4-(1-([1,4'-bipiperidinyl]-4-yl)-4-amino-1H-pyrazolo[3,4-d]pyrimidin-3-yl)benzyl)-5-fluoro-2-methoxybenzamide N1(CCC(CC1)N1N=C(C=2C1=NC=NC2N)C2=CC=C(CNC(C1=C(C=CC(=C1)F)OC)=O)C=C2)C2CCNCC2